FC=1C(=CC(=C(C(=O)NC=2C=C3C=NNC3=CC2C)C1)O[C@H](C(F)(F)F)C)N1N=C2N(CCCC2)C1=O 5-fluoro-N-(6-methyl-1H-indazol-5-yl)-4-(3-oxo-5,6,7,8-tetrahydro[1,2,4]triazolo[4,3-a]pyridin-2(3H)-yl)-2-{[(2S)-1,1,1-trifluoropropan-2-yl]oxy}benzamide